(3α,5β,6α,7α)-6-ethyl-3,7-dihydroxy-cholan C(C)[C@H]1[C@H]([C@H]2[C@@H]3CC[C@H]([C@@H](CCC)C)[C@]3(CC[C@@H]2[C@]2(CC[C@H](C[C@@H]12)O)C)C)O